(benzylthio)-1-(4-bromo-5-fluoro-2-methoxyphenyl)quinolin-2(1H)-one C(C1=CC=CC=C1)SC=1C(N(C2=CC=CC=C2C1)C1=C(C=C(C(=C1)F)Br)OC)=O